2-chloro-6-(difluoromethyl)pyridine-3-carboxylic acid methyl ester COC(=O)C=1C(=NC(=CC1)C(F)F)Cl